C12CN(CC(CC1)N2)CC=2C=C1C(N(C(C1=CC2)=O)C2C(NC(CC2)=O)=O)=O 5-[(3,8-diazabicyclo[3.2.1]octane-3-yl)methyl]-2-(2,6-dioxopiperidin-3-yl)-1H-isoindole-1,3(2H)-dione